COC(C1=CC(=C(C=C1)OC(F)F)O)=O 4-difluoromethoxy-3-hydroxybenzoic acid methyl ester